C1(CCC1)NC(C([C@H](CCN1CC2C(C2C1)(F)F)NC(=O)C1=NN(C(=C1)C1=C(C=CC=C1)C(F)(F)F)C1CCCC1)C)=O (3S)-N-cyclobutyl-3-({1-cyclopentyl-5-[2-(trifluoromethyl)phenyl]-1H-pyrazol-3-yl}formamido)-5-{6,6-difluoro-3-azabicyclo[3.1.0]hexan-3-yl}-2-methylpentanamide